2-(6-(6-(4-(4-(2,6-dioxopiperidin-3-yl)benzyl)piperazin-1-yl)pyridazin-3-yl)-1-oxoisoindolin-2-yl)-2-(5-fluoro-2-hydroxyphenyl)-N-(thiazol-2-yl)acetamide O=C1NC(CCC1C1=CC=C(CN2CCN(CC2)C2=CC=C(N=N2)C2=CC=C3CN(C(C3=C2)=O)C(C(=O)NC=2SC=CN2)C2=C(C=CC(=C2)F)O)C=C1)=O